4-[5-methyl-3-[4-(4-methylpiperazin-1-yl)anilino]-6-oxo-8H-pyrimido[5,4-c]pyridazin-7-yl]-3,4-dihydro-2H-quinoline-1-carboxylic acid tert-butyl ester C(C)(C)(C)OC(=O)N1CCC(C2=CC=CC=C12)N1C(N(C2=C(N=NC(=C2)NC2=CC=C(C=C2)N2CCN(CC2)C)C1)C)=O